N-(3,4,5-trimethoxyphenyl)benzamide COC=1C=C(C=C(C1OC)OC)NC(C1=CC=CC=C1)=O